3-(4-chlorophenyl-thio)-4-hydroxypent-3-en-2-one ClC1=CC=C(C=C1)SC(C(C)=O)=C(C)O